tricosyl 2,2'-((3-((4-hydroxybutyl)(2-carbonyl-2-(tridecyloxy)ethyl)amino)propyl)azanediyl)diacetate OCCCCN(CCCN(CC(=O)[O-])CC(=O)OCCCCCCCCCCCCCCCCCCCCCCC)CC(OCCCCCCCCCCCCC)=C=O